8,9-dichloro-7-(2,6-difluorophenyl)-5H-pyrimido[1,2-a][1,4]benzodiazepine-3-One ClC1=C(C=CC2=C1C(=NCC=1N2C=CC(N1)=O)C1=C(C=CC=C1F)F)Cl